CP1CS(OC1)(=O)=O 4-methyl-1,2,4-oxathiaphospholane-2,2-dioxide